methyl {5-[3-(2,4-dimethylphenyl)-1H-pyrazol-1-yl]-2-methylbenzyl}-carbamate CC1=C(C=CC(=C1)C)C1=NN(C=C1)C=1C=CC(=C(CNC(OC)=O)C1)C